tert-butyl 3-((2-hydroxyethyl)(methyl)amino)azetidine-1-carboxylate OCCN(C1CN(C1)C(=O)OC(C)(C)C)C